(S)-N-(1-(5-(4-chlorophenyl)oxazol-2-yl)-4-(2-fluoroacetimidamido)butyl)-6-(dimethylamino)-2-naphthamide ClC1=CC=C(C=C1)C1=CN=C(O1)[C@H](CCCNC(CF)=N)NC(=O)C1=CC2=CC=C(C=C2C=C1)N(C)C